N-(1-cyclohexyl-6-(4-(trifluoromethyl)phenyl)-1H-pyrazolo[3,4-d]pyrimidin-4-yl)-5-nitrothiophene-2-carboxamide C1(CCCCC1)N1N=CC=2C1=NC(=NC2NC(=O)C=2SC(=CC2)[N+](=O)[O-])C2=CC=C(C=C2)C(F)(F)F